OC1=C(C=O)C=C(C=C1OC)[N+](=O)[O-] 2-Hydroxy-3-methoxy-5-nitrobenzaldehyd